4-(4-chlorothien-2-yl)-5-(4-cyclohexylpiperazin-1-yl)-1,3-thiazol-2-amine ClC=1C=C(SC1)C=1N=C(SC1N1CCN(CC1)C1CCCCC1)N